4-(4-((2-(5-isopropylthiophen-2-yl)-4,4-dimethylcyclohex-1-en-1-yl)methyl)piperazin-1-yl)benzoic acid methyl ester COC(C1=CC=C(C=C1)N1CCN(CC1)CC1=C(CC(CC1)(C)C)C=1SC(=CC1)C(C)C)=O